tert-butyl-(S)-3-(4-amino-7-bromo-3-(pyrazolo[1,5-a]pyridin-6-ylethynyl)-1H-pyrazolo[4,3-c]pyridin-1-yl)pyrrolidine-1-carboxylate C(C)(C)(C)OC(=O)N1C[C@H](CC1)N1N=C(C=2C(=NC=C(C21)Br)N)C#CC=2C=CC=1N(C2)N=CC1